N-[(4S)-chroman-4-yl]-8-(3,5-dichlorophenyl)-4-[methoxy(methyl)amino]-1,7-naphthyridine-3-carboxamide O1CC[C@@H](C2=CC=CC=C12)NC(=O)C=1C=NC2=C(N=CC=C2C1N(C)OC)C1=CC(=CC(=C1)Cl)Cl